CC=1C=C(C=NC1)C(=O)N[C@@H]1C[C@H](C=2C1=CC(=C1C=C(N=CC21)C2CC2)S(NCC(C)C)(=O)=O)NC(=O)C=2C=NC=C(C2)C |r| 5-methyl-N-[trans-(7RS,9RS)-3-cyclopropyl-5-(2-methylpropylsulfamoyl)-9-[(5-methylpyridine-3-carbonyl)amino]-8,9-dihydro-7H-cyclopenta[h]isoquinolin-7-yl]pyridine-3-carboxamide